C(CCC)=[Ru](=CCCC)(=CCCC)(Cl)Cl tris(n-butylidene)ruthenium dichloride